2-(2'-(2,2-Difluoroethyl)-7'-oxo-5'H-spiro[cyclopropane-1,4'-thieno[2,3-c]pyridin]-6'(7'H)-yl)acetic acid FC(CC1=CC2=C(C(N(CC23CC3)CC(=O)O)=O)S1)F